tert-butyl 7-(3-ethoxy-1-(4-methyl-1-(5-(4-((4-nitrophenoxy)carbonyl)piperazin-1-yl)pentyl)-1H-benzo[d][1,2,3]triazol-5-yl)-3-oxopropyl)-3,4-dihydroisoquinoline-2(1H)-carboxylate C(C)OC(CC(C1=C(C2=C(N(N=N2)CCCCCN2CCN(CC2)C(=O)OC2=CC=C(C=C2)[N+](=O)[O-])C=C1)C)C1=CC=C2CCN(CC2=C1)C(=O)OC(C)(C)C)=O